(cyclohexylmethyl)-3-(4-(2-methyl-1-phenyl-1H-benzimidazole-5-yl)phenyl)urea C1(CCCCC1)CNC(=O)NC1=CC=C(C=C1)C1=CC2=C(N(C(=N2)C)C2=CC=CC=C2)C=C1